2-(7-((2S,5R)-2,5-diethyl-4-(1-(1-methyl-1H-benzo[d]imidazol-2-yl)ethyl)piperazin-1-yl)-4-methyl-5-oxo-4,5-dihydro-2H-pyrazolo[4,3-b]pyridine-2-yl)acetonitrile C(C)[C@@H]1N(C[C@H](N(C1)C(C)C1=NC2=C(N1C)C=CC=C2)CC)C=2C=1C(N(C(C2)=O)C)=CN(N1)CC#N